Cl.N[C@H](C)C1=CC(=NC2=C1N=C(N(C2=O)C)N2CCC(CC2)(F)F)Cl (R)-8-(1-aminoethyl)-6-chloro-2-(4,4-difluoropiperidin-1-yl)-3-methylpyrido[3,2-d]pyrimidin-4(3H)-one hydrochloride